N-[(beta-carbolin-3-yl)methyl]-9-(4-fluorobenzyl)-beta-carbolin-1-amine C1=NC(=CC=2C3=CC=CC=C3NC12)CNC1=NC=CC=2C3=CC=CC=C3N(C12)CC1=CC=C(C=C1)F